isopropyl-4-({(2S)-2-[4-{5-chloro-2-[4-(trifluoromethyl)-1H-1,2,3-triazol-1-yl]phenyl}-5-methoxy-2-oxopyridin-1(2H)-yl]butanoyl}-amino)-2-fluorobenzamide acetate C(C)(=O)O.C(C)(C)C=1C(=C(C(=O)N)C=CC1NC([C@H](CC)N1C(C=C(C(=C1)OC)C1=C(C=CC(=C1)Cl)N1N=NC(=C1)C(F)(F)F)=O)=O)F